C(C)(=O)OC1(CCC1)C1=[N+](C=CC=C1)[O-] 2-(1-acetoxycyclobutyl)pyridine 1-oxide